OCCN(CCO)CC1=C(C(=NC=C1)NC1=C(C(=C(C=C1)C1=C(C=CC=C1)Cl)Cl)C1=NC(=C(C=O)C=C1)OC)F (((4-((bis(2-hydroxyethyl)amino)methyl)-3-fluoropyridin-2-yl)amino)-2,2'-dichloro-[1,1'-biphenyl]-3-yl)-2-methoxynicotinaldehyde